6-bromo-2-chloro-N-(furan-2-ylmethyl)pyrrolo[2,1-f][1,2,4]triazin-4-amine BrC=1C=C2C(=NC(=NN2C1)Cl)NCC=1OC=CC1